NC=1C(=C(C=C2C=C(N=CC12)NC1=NN2CC(N(CCC2=C1)CCOC)=O)C=1C=NC=C(C1C)N)F 2-((8-amino-6-(5-amino-4-methylpyridin-3-yl)-7-fluoroisoquinolin-3-yl)amino)-6-(2-methoxyethyl)-5,6-dihydro-4H-pyrazolo[1,5-d][1,4]diazepin-7(8H)-one